The molecule is a 2-acyl-sn-glycero-3-phosphocholine in which the acyl group at position 2 is specified as acetyl. It derives from an acetic acid. CC(=O)O[C@H](CO)COP(=O)([O-])OCC[N+](C)(C)C